5-methoxy-1-[2-methoxy-4-(1H-pyrazol-1-yl)phenyl]-3-(1-phenyl-1H-pyrazol-5-yl)pyridazin-4(1H)-one COC=1C(C(=NN(C1)C1=C(C=C(C=C1)N1N=CC=C1)OC)C1=CC=NN1C1=CC=CC=C1)=O